C(C)OC(=O)C=1N=C2N(N1)C(CC2)C2=CC=CC=C2 5-phenyl-6,7-dihydro-5H-pyrrolo[1,2-b][1,2,4]triazole-2-carboxylic acid ethyl ester